BrC=1C(=C(C)C(=CC1)F)F 3-Bromo-2,6-difluorotoluene